(S)-2-((R)-3-(6-amino-5-oxo-4,5-dihydropyrazin-2-yl)-4,4-difluoropiperidin-1-yl)-N-(5-chloropyridin-2-yl)propanamide NC=1C(NC=C(N1)[C@H]1CN(CCC1(F)F)[C@H](C(=O)NC1=NC=C(C=C1)Cl)C)=O